2-(3-(acetoxymethyl)-4-nitrophenoxy)acetic acid C(C)(=O)OCC=1C=C(OCC(=O)O)C=CC1[N+](=O)[O-]